C12CNCC(CC1)C2C2(C=C(N=C1N2NC=C1C(C)C)NC1CCOCC1)N 7-(3-azabicyclo[3.2.1]oct-8-yl)-3-isopropyl-N5-(tetrahydro-2H-pyran-4-yl)pyrazolo[1,5-a]pyrimidine-5,7-diamine